(1S,5R)-6-(4-methoxyphenyl)-9,9-dimethyl-2,6-diazabicyclo[3.2.2]nonan-3-one COC1=CC=C(C=C1)N1[C@@H]2CC(N[C@H](C1)CC2(C)C)=O